2-cyano-1,3-butadiene C(#N)C(=C)C=C